CC1(CC(N(O1)CC=1SC(=CC1)C1=NOC(=N1)C(F)(F)F)=O)C 5,5-dimethyl-2-[[5-[5-(trifluoromethyl)-1,2,4-oxadiazol-3-yl]-2-thienyl]methyl]isoxazolidin-3-one